5-[1-(phenyl)propoxymethyl]-2',3',5'-tris-O-(tert-butyldimethylsilyl)uridine C1(=CC=CC=C1)C(CC)OCC=1C(NC(N([C@H]2[C@H](O[Si](C)(C)C(C)(C)C)[C@H](O[Si](C)(C)C(C)(C)C)[C@@H](CO[Si](C)(C)C(C)(C)C)O2)C1)=O)=O